2-(2,6-dioxopiperidin-3-yl)-5-(3-(4-(9-(5-methoxy-2-methyl-4-nitrophenyl)-3,9-diazaspiro[5.5]undecan-3-yl)piperidin-1-yl)azetidin-1-yl)isoindoline-1,3-dione O=C1NC(CCC1N1C(C2=CC=C(C=C2C1=O)N1CC(C1)N1CCC(CC1)N1CCC2(CC1)CCN(CC2)C2=C(C=C(C(=C2)OC)[N+](=O)[O-])C)=O)=O